3-(2-(3-methoxyphenoxy)-N-(thiophen-2-ylmethyl)acetamido)pyridinium chloride [Cl-].COC=1C=C(OCC(=O)N(CC=2SC=CC2)C=2C=[NH+]C=CC2)C=CC1